1-benzyl-1H-indazol C(C1=CC=CC=C1)N1N=CC2=CC=CC=C12